C(C)N1C=C(C(NS1(=O)=O)C1=CC=CC=C1)C(=O)OCC Ethyl 6-ethyl-3-phenyl-3,6-dihydro-2H-1,2,6-thiadiazine-4-carboxylate 1,1-dioxide